3,5-dichloro-4-[(4-iodo-5-methoxy-2-pyridyl)oxy]aniline ClC=1C=C(N)C=C(C1OC1=NC=C(C(=C1)I)OC)Cl